C(C1=CC=CC=C1)[C@H](COC=1C=NC2=CC=C(C=C2C1C(=O)OCC1=CC=CC=C1)F)NC([C@H](N(C([C@@H](N(C(OCC=C)=O)C)CC(C)C)=O)C)CC1=CC=CC=C1)=O benzyl 3-(((2R,5R,8S)-2,5-dibenzyl-8-isobutyl-6,9-dimethyl-4,7,10-trioxo-11-oxa-3,6,9-triazatetradec-13-en-1-yl)oxy)-6-fluoroquinoline-4-carboxylate